5-((5-Chloro-2-(3,5-dimethyl-1H-pyrazol-1-yl)pyrimidin-4-yl)amino)-3-(3-hydroxy-3-methylpentyl)-1-methyl-1,3-dihydro-2H-benzo[d]imidazol-2-on ClC=1C(=NC(=NC1)N1N=C(C=C1C)C)NC1=CC2=C(N(C(N2CCC(CC)(C)O)=O)C)C=C1